NC1CCC12OC(NC2)=O amino-5-oxa-7-azaspiro[3.4]octan-6-one